5-Bromo-2-chloro-4-[[3-fluoro-4-[1-methyl-4-(trifluoromethyl)imidazol-2-yl]phenyl]methoxy]pyrimidine BrC=1C(=NC(=NC1)Cl)OCC1=CC(=C(C=C1)C=1N(C=C(N1)C(F)(F)F)C)F